N1CC(C1)CN1N=CC(=C1)C1=CN=C2C=CC(=NC2=C1)C=1C(=NNC1)C1=CC(=C(C=C1)F)F 7-[1-(azetidin-3-ylmethyl)pyrazol-4-yl]-2-[3-(3,4-difluorophenyl)-1H-pyrazol-4-yl]-1,5-naphthyridine